(2-ethoxyphenyl)-N-phenyl-1,3,4-oxadiazol-2-amine C(C)OC1=C(C=CC=C1)C1=NN=C(O1)NC1=CC=CC=C1